1-(tetrahydro-2H-pyran-4-yl)-1H-pyrrolo[3,2-b]Pyridine-5-carboxylic acid methyl ester COC(=O)C1=CC=C2C(=N1)C=CN2C2CCOCC2